FC(OC1=CC=C(C=C1)C=1C=C2C=CC(=NC2=CC1)N1CCC(CC1)C(=O)O)(F)F 1-(6-(4-(trifluoromethoxy)phenyl)quinolin-2-yl)piperidine-4-carboxylic acid